FC=1C=C(C=CC1)CC(C(=O)N)=NO 3-(3-fluorophenyl)-2-(hydroxyimino)propanamide